FC(C1=CC=C(C=CC(=O)NC(=N)N)C=C1)(F)F 4-(Trifluoromethyl)cinnamoylguanidin